2,5-dioxopyrrolidin-1-yl (1S,2S)-2-methyl-2-phenylcyclopropane-1-carboxylate C[C@]1([C@H](C1)C(=O)ON1C(CCC1=O)=O)C1=CC=CC=C1